CC1=CC[C@@H](C(C)(O)C)CC1 (S)-α-terpineol